1,2,4-trifluoromethylcarbazole FCC1=C(C=C(C=2C3=CC=CC=C3NC12)CF)CF